ClC1=NC(=C2N=CN(C2=N1)[C@H]1[C@@H]([C@@]([C@H](O1)COC(C(=O)O)(CC1=CC=CC=C1)C=1N=CSC1)(O)C#C)O)NC 2-(((2R,3S,4R,5R)-5-(2-chloro-6-(methylamino)-9H-purin-9-yl)-3-ethynyl-3,4-dihydroxytetrahydrofuran-2-yl)methoxy)-3-phenyl-2-(thiazol-4-yl)propanoic acid